tributyl-(3,4-ethylenedioxythiophene) C(CCC)C1C(OC2=CSC=C2O1)(CCCC)CCCC